1-(1-ethoxyethoxy)-pentane C(C)OC(C)OCCCCC